COP(=S)(OC)SC(C(=O)OCC)C1=CC=CC=C1 ethyl 2-dimethoxyphosphinothioylsulfanyl-2-phenylacetate